9,9-dioctylfluorene-2,7-diboronic acid C(CCCCCCC)C1(C2=CC(=CC=C2C=2C=CC(=CC12)B(O)O)B(O)O)CCCCCCCC